NC(CC)[Si](O[Si](O[Si](C)(C)CCN)(C)C)(C)C 1-aminopropyl-5-aminoethyl-1,1,3,3,5,5-hexamethyltrisiloxane